[Na+].[Na+].OC1=C(C=C(C(=O)[O-])C=C1O)C(=O)[O-].CNC1=CC=C(C=C1)N1CCOCC1 N-methyl-4-(morpholin-4-yl)aniline 4,5-dihydroxyisophthalate disodium salt